ClC=1C=CC2=C([C@@H](C[C@@H](O2)C(=O)N[C@@H]2[C@H]3C[C@@H]([C@@H](C2)C3)N3C=NC(=C3)C3=CC(=C(C=C3)F)F)O)C1 (2R,4R)-6-chloro-N-{(1R,2S,4R,5S)-5-[4-(3,4-difluorophenyl)-1H-imidazol-1-yl]bicyclo[2.2.1]heptan-2-yl}-4-hydroxy-3,4-dihydro-2H-1-benzopyran-2-carboxamide